CC1C2C(CC(C1)COC(=O)C1CC3C(CC1C)O3)O2 4-epoxy-5-methylcyclohexanecarboxylic acid 3,4-epoxy-5-methylcyclohexylmethyl ester